(E)-2-(4-(2-(4-bromophenyl)-1,2-diphenylvinyl)benzylidene)malononitrile BrC1=CC=C(C=C1)/C(=C(\C1=CC=CC=C1)/C1=CC=C(C=C(C#N)C#N)C=C1)/C1=CC=CC=C1